C1(=CC=CC=C1)P(C1=CC=CC=C1)C1=CC=CC=C1.[Co] Cobalt triphenylphosphine